C(C)(C)(C)C1=C(C(=C(COC(C2=CC=C(C(=O)OCC3=C(C(=C(C=C3C)C(C)(C)C)O)C)C=C2C=2SSCC2)=O)C(=C1)C)C)O bis-(4-tert-butyl-3-hydroxy-2,6-dimethylbenzyl)dithiolterephthalate